ClC=1N=NNC1 4-chloro-1H-1,2,3-triazol